(R)-1-(2-chloropyridin-3-yl)ethyl (3-methyl-5-(5-(methylamino)pyridin-2-yl)isoxazol-4-yl)carbamate CC1=NOC(=C1NC(O[C@H](C)C=1C(=NC=CC1)Cl)=O)C1=NC=C(C=C1)NC